cis-4-cyano-4-(3-cyclopentyloxy-4-methoxyphenyl)cyclohexane-1-carboxylic acid C(#N)C1(CCC(CC1)C(=O)O)C1=CC(=C(C=C1)OC)OC1CCCC1